CN1CCC12CN(CC2)C2=CC=C(N=N2)C2=CC=C(C=1N=CSC12)C=1C=NNC1 7-(6-{1-methyl-1,6-diazaspiro[3.4]octan-6-yl}pyridazin-3-yl)-4-(1H-pyrazol-4-yl)-1,3-benzothiazole